C(CC=C)OC1=CC=C(C=C1)CC(=O)O 4-(3-butenyloxy)phenylacetic acid